P(OC(C1=C(C=C(C=C1C)C)C)=O)([O-])=O (2,4,6-trimethylbenzoyl) phosphonate